[Au+].COP(OC)OC trimethylphosphite gold(I)